CCCCCCCC/C=C\CCCCCCCCCC(=O)O[C@H](COC(=O)CCCCCCCCC/C=C\C/C=C\CCCCC)COP(=O)(O)OC[C@H](CO)O 1-(11Z,14Z-eicosadienoyl)-2-(11Z-eicosenoyl)-glycero-3-phospho-(1'-sn-glycerol)